F[C@@H]1C[C@H]2[C@@H](NC1)C1=C(O2)C=C(C=C1)C(F)(F)F (3R,4aS,9bS)-3-fluoro-7-(trifluoromethyl)-1,2,3,4,4a,9b-hexahydrobenzofuro[3,2-b]pyridine